COC1=C(/C=C/C(C2=CC(=C(C=C2)OC)NCC(=O)O)S(=O)(=O)C(C2=CC(=C(C=C2)OC)NCC(=O)O)\C=C\C2=C(C=C(C=C2OC)OC)OC)C(=CC(=C1)OC)OC (e)-2,4,6-trimethoxystyryl-3-[(carboxymethyl)amino]-4-methoxybenzylsulphone